C(C)C1=CC2=C(C(=NNC2=O)CC)O1 2,7-diethylfuro[2,3-d]pyridazin-4(5H)-one